(trans-4-hydroxytetrahydro-2H-pyran-3-yl)-6-(4-methoxybenzyl)-4,5-dimethyl-2,3-dihydro-1H-isoindol-1-one O[C@H]1[C@@H](COCC1)N1C(C2=CC(=C(C(=C2C1)C)C)CC1=CC=C(C=C1)OC)=O